methylpropyl isobutanoate C(C(C)C)(=O)OC(CC)C